5-bromo-4-chloro-6-ethyl-1,2-dimethyl-1H-benzo[d]imidazole BrC1=C(C2=C(N(C(=N2)C)C)C=C1CC)Cl